7-fluoro-3-(2-{3-methoxy-4-[(1s,3s)-3-(dimethylamino)cyclobutoxy]phenyl-amino}-4-pyrimidinylamino)-1,2-dihydro-2-quinolinone FC1=CC=C2C=C(C(NC2=C1)=O)NC1=NC(=NC=C1)NC1=CC(=C(C=C1)OC1CC(C1)N(C)C)OC